tert-butyl (3R,4R)-4-{[6-(dibenzylamino)-5-nitropyrimidin-4-yl] amino}-3-fluoropiperidine-1-carboxylate C(C1=CC=CC=C1)N(C1=C(C(=NC=N1)N[C@H]1[C@@H](CN(CC1)C(=O)OC(C)(C)C)F)[N+](=O)[O-])CC1=CC=CC=C1